2-[5-(2H-tetrazol-5-yl)-1,3,4-oxadiazol-2-yl]-N-[4-(trifluoromethyl)phenyl]aniline N=1NN=NC1C1=NN=C(O1)C1=C(NC2=CC=C(C=C2)C(F)(F)F)C=CC=C1